8-chloro-N-isobutyl-6-(N-(1-methylcyclopropyl)sulfamoyl)imidazo[1,2-a]pyridine-3-carboxamide ClC=1C=2N(C=C(C1)S(NC1(CC1)C)(=O)=O)C(=CN2)C(=O)NCC(C)C